5-propyl-8-thioxo-7,8-dihydrothieno[3,2-e][1,2,4]triazolo[4,3-a]pyrimidin-4(5H)-one C(CC)N1C=2N(C3=C(C1=O)C=CS3)C(NN2)=S